ClC=1C=CC2=C(C(C[C@@H](O2)C(=O)N[C@H]2CO[C@@H](CC2)C=2OC(=NN2)[C@@H]2C[C@@H](C2)OC(F)(F)F)=O)C1 (2R)-6-chloro-4-oxo-N-[(3R,6S)-6-{5-[cis-3-(trifluoromethoxy)cyclobutyl]-1,3,4-oxadiazol-2-yl}oxan-3-yl]-3,4-dihydro-2H-1-benzopyran-2-carboxamide